[C@@H]12OC[C@@H](N(C1)C[C@@H]1N(C[C@H](N(C1)C(=O)OC(C)(C)C)C)CC1=CC=CC=C1)C2 tert-butyl (2R,5S)-5-(((1S,4S)-2-oxa-5-azabicyclo[2.2.1]heptan-5-yl)methyl)-4-benzyl-2-methylpiperazine-1-carboxylate